(S)-4,4-difluoro-3-methylpiperidine-3-carboxylic acid methyl ester hydrochloride Cl.COC(=O)[C@@]1(CNCCC1(F)F)C